OC1CCCC=2C(=NN(C12)C1=C(C(=O)[O-])C=CC=C1)C(F)(F)F (7-hydroxy-3-(trifluoromethyl)-4,5,6,7-tetrahydroindazol-1-yl)benzoate